rac-(5S,7S)-2-bromo-7-fluoro-5-(2,3,6-trifluorophenyl)-6,7-dihydro-5H-pyrrolo[1,2-b][1,2,4]triazole BrC=1N=C2N(N1)[C@@H](C[C@@H]2F)C2=C(C(=CC=C2F)F)F |r|